ethyl (S)-2-amino-3-(4-(2-amino-4-((R)-1-(4-chloro-2-(3-methyl-1H-pyrazole-1-yl)phenyl)-2,2,2-trifluoroethoxy)thieno[3,2-d]pyrimidine-7-yl)phenyl)propionate hippurate C(CNC(=O)C1=CC=CC=C1)(=O)O.N[C@H](C(=O)OCC)CC1=CC=C(C=C1)C1=CSC2=C1N=C(N=C2O[C@@H](C(F)(F)F)C2=C(C=C(C=C2)Cl)N2N=C(C=C2)C)N